N-[(1H-benzimidazol-2-yl)methyl]-2-(morpholin-4-yl)-8-(trifluoromethyl)pyrazolo[1,5-a][1,3,5]triazin-4-amine N1C(=NC2=C1C=CC=C2)CNC2=NC(=NC=1N2N=CC1C(F)(F)F)N1CCOCC1